(Z)-2-(4-(1-(4-amino-2-fluorobut-2-en-1-yl)-6-(trifluoromethyl)-1H-benzo[d]imidazole-4-yl)-1H-pyrazol-1-yl)ethane-1-ol NC\C=C(\CN1C=NC2=C1C=C(C=C2C=2C=NN(C2)CCO)C(F)(F)F)/F